N-(2-methoxyethyl)-3H-triazole COCCN1NNC=C1